(R)-5-[(2H-1,2,3-triazol-2-yl)methyl]-3-[3-fluoro-4-(1,4-thiazepan-4-yl)phenyl]oxazolidin-2-one N=1N(N=CC1)C[C@H]1CN(C(O1)=O)C1=CC(=C(C=C1)N1CCSCCC1)F